ClC1=NC(=CC(=N1)OCCOCCOCCNC(OC(C)(C)C)=O)C(F)(F)F tert-butyl (2-(2-(2-((2-chloro-6-(trifluoromethyl)pyrimidin-4-yl)oxy)ethoxy)ethoxy)ethyl)carbamate